ClC1=C(C=C(C=C1F)CCC(=O)NC1=C(C(=NN1)C1=C(C=NC=C1)C)C)F 3-(4-Chloro-3,5-difluorophenyl)-N-(4-methyl-3-(3-methylpyridin-4-yl)-1H-pyrazol-5-yl)propanamide